ClC=1C(=CC(=NC1)NC1CCC(CC1)N[C@H](COC(C(=O)[O-])(C)C)C)C1=NC(=CC=C1)NCC1(CCOCC1)C#N 2-((S)-2-(((1r,4S)-4-((5'-chloro-6-(((4-cyanotetrahydro-2H-pyran-4-yl) methyl) amino)-[2,4'-bipyridyl]-2'-yl) amino) cyclohexyl) amino) propoxy)-2-methylpropionate